P(=O)(OC1=C2C(=CNC2=CC=C1)CCN)(O)O 3-(2-aminoethyl)-1H-indol-4-yl dihydrogen phosphate